3-((4'-chloro-5,5-dimethyl-3,4,5,6-tetrahydro-[1,1'-biphenyl]-2-yl)methyl)imidazole ClC1=CC=C(C=C1)C1=C(CCC(C1)(C)C)CN1C=NC=C1